FC1(CCC(CC1)N(C(=O)[C@H]1[C@@H]2C[C@@H]2CN1S(=O)(=O)C1=CC=C(C=C1)OC)CC1=CC2=C(CCO2)C=C1)F |&1:10,o1:11,13| (1R*,5S*)-(2RS)-3-(4-Methoxy-benzenesulfonyl)-3-azabicyclo[3.1.0]hexane-2-carboxylic acid (4,4-difluoro-cyclohexyl)-(2,3-dihydro-benzofuran-6-ylmethyl)-amide